(E)-(4-(5-hydroxy-3-methoxy-2-(3-methylbut-2-en-1-yl)styryl)-2-methoxyphenyl)glycine methyl ester COC(CNC1=C(C=C(C=C1)\C=C\C1=C(C(=CC(=C1)O)OC)CC=C(C)C)OC)=O